F[P-](F)(F)(F)(F)F.C1(=CC=CC=C1)C[SH+]CC1=CC=CC=C1 Phenylmethylbenzylsulfonium hexafluoro-phosphat